BrC=1C=C2C3=NN(C4=CC=C(OCCCNC(OCC(C1)=C2)=O)C=C34)C3OCCCC3 4-bromo-19-(oxan-2-yl)-8,14-dioxa-10,19,20-triazatetracyclo[13.5.2.12,6.018,21]tricosa-1(20),2,4,6(23),15,17,21-heptaen-9-one